FC(C(=O)O)(F)F.NCCCCN1N=C(C=2C1=NC=NC2N(C)C)C=2C=CC1=C(N=C(O1)N)C2 5-(1-(4-aminobutyl)-4-(dimethylamino)-1H-pyrazolo[3,4-d]pyrimidin-3-yl)benzo[d]oxazol-2-amine trifluoroacetic acid salt